CC=1C=NC=CC1NC(C1=CN=CC(=C1N1CC2(CCCN2)CC1)C1=CC(=CC(=C1)F)F)=O N-(3-methyl-4-pyridyl)-4-(1,7-diaza-7-spiro[4.4]nonyl)-5-(3,5-difluorophenyl)nicotinamide